FC1(CCC(CC1)(O)C#CC=1C=C(C2=C(C=C(O2)CC(C(=O)N)=C)C1)C1=CC=C(C=C1)F)F ((5-((4,4-difluoro-1-hydroxycyclohexyl)ethynyl)-7-(4-fluorophenyl)benzofuran-2-yl)methyl)acrylamide